1,2-Bis(benzyloxy)-3-methoxymethoxybenzene C(C1=CC=CC=C1)OC1=C(C(=CC=C1)OCOC)OCC1=CC=CC=C1